trans-3-methoxycyclobutane COC1CCC1